ClC1=C(OP(=O)(N2N=CN=C2)N2N=CN=C2)C=CC=C1 1-[(2-chlorophenoxy)-(1,2,4-triazol-1-yl)phosphoryl]-1,2,4-triazole